NC([C@H](CCC(=O)OC)N1C(C2=CC=CC(=C2C1)OCC1=CC(=NO1)COC1OCCCC1)=O)=O (4S)-Methyl 5-amino-5-oxo-4-(1-oxo-4-((3-((tetrahydro-2H-pyran-2-yloxy)methyl)-isoxazol-5-yl)methoxy)isoindolin-2-yl)pentanoate